[Mn].[Ni].[K] Potassium Nickel manganese